FC(C(C(F)(F)F)(C=1C=CC(=C(C1)O)OC1=CC=C(C=C1)N)C=1C=CC(=C(C1)O)OC1=CC=C(C=C1)N)(F)F 5,5'-(Perfluoropropane-2,2-diyl)bis(2-(4-aminophenoxy)phenol)